C(C)(C)(C)C=1C=C(CC(C(=O)N)CCCCCCC(C(=O)N)CC2=CC(=C(C(=C2)C(C)(C)C)O)C(C)(C)C)C=C(C1O)C(C)(C)C hexamethylenebis(3,5-di-tert-butyl-4-hydroxy-hydrocinnamamide)